2-methyl-1,3-propanediol terephthalate C(C1=CC=C(C(=O)O)C=C1)(=O)O.CC(CO)CO